((ethyl-1H-1,2,3-triazol-4-yl)methoxy)-2,2-dimethyl-3-(4-methyl-3-(((S)-4-methyl-1,1-dioxido-4,5-dihydropyrido[4,3-f][1,2]thiazepin-2(3H)-yl)methyl)phenyl)propanoic acid C(C)N1N=NC(=C1)COC(C(C(=O)O)(C)C)C1=CC(=C(C=C1)C)CN1S(C2=C(C[C@@H](C1)C)C=CN=C2)(=O)=O